6,7-Dichloro-1-(2-isopropyl-4-methyl-3-pyridyl)pyrido[2,3-d]pyrimidine ClC1=CC2=C(N(CN=C2)C=2C(=NC=CC2C)C(C)C)N=C1Cl